2,4-dimethoxybenzyl (1S,2R)-2-((S)-5-chloro-8-hydroxy-1-((2-oxopyrrolidin-1-yl)methyl)-1,2,3,4-tetrahydroisoquinoline-2-carbonyl)cyclohexane-1-carboxylate ClC1=C2CCN([C@@H](C2=C(C=C1)O)CN1C(CCC1)=O)C(=O)[C@H]1[C@H](CCCC1)C(=O)OCC1=C(C=C(C=C1)OC)OC